ethyl 2-chloro-4,4-difluoro-3-oxo-butanoate ClC(C(=O)OCC)C(C(F)F)=O